ClC1=NC=C(C(=C1)C1=C(C=NC(=C1)C)C(=O)NC=1SC2=C(N1)CN(C2)C(C2=C(N=C(C=C2)C(F)(F)F)OCC)=O)OC 2'-chloro-N-(5-(2-ethoxy-6-(trifluoromethyl)nicotinoyl)-5,6-dihydro-4H-pyrrolo[3,4-d]thiazol-2-yl)-5'-methoxy-6-methyl-[4,4'-bipyridine]-3-carboxamide